7-chloro-2-methylsulfonyl-thiazolo[5,4-d]pyrimidine ClC=1C2=C(N=CN1)SC(=N2)S(=O)(=O)C